O1C(C=NC=C1)C(=O)[O-] [1,4]oxazine-2-carboxylate